C1(=CC=CC=C1)C(C1C(O1)C1=CC=CC=C1)=O 1,3-Diphenyl-2,3-epoxy-1-propanone